dicyclopropyldipropyloxysilane C1(CC1)[Si](OCCC)(OCCC)C1CC1